NC1=CC=C(C=C1)C1(CCCCC1)C1=CC=C(C=C1)N bis-(4-aminophenyl)cyclohexane